FC=1C=C(C(=O)N2C(CNCC2)C)C=CC1 4-(3-fluorobenzoyl)-3-methylpiperazine